C1(=CC=CC=C1)C=1OC2=C(C1C=1C3=CC=CC=C3C(=C3C=CC=CC13)C1=CC=CC=C1)C=CC=C2 2-phenyl-3-(10-phenylanthracen-9-yl)-1-benzofuran